C(C)S(=O)(=O)N1[C@@H](C=2NC3=CC=CC=C3C2C[C@H]1C)C1=CC=C(C=C1)OCCN1CC(C1)CF (1R,3R)-2-ethylsulfonyl-1-[4-[2-[3-(fluoromethyl)azetidin-1-yl]ethoxy]phenyl]-3-methyl-1,3,4,9-tetrahydropyrido[3,4-b]indole